(S)-(4-isopropoxy-2-methylphenyl)-4-oxo-4,5-dihydro-3H-1-thia-3,5,8-triazaacenaphthylene-2-carboxamide C(C)(C)OC1=CC(=C(C=C1)N1C2=C(SC=3N=CC=C(NC1=O)C32)C(=O)N)C